ClC1=NC=C(C(=N1)NC1(CCOCCC1)C#N)[N+](=O)[O-] 4-((2-Chloro-5-nitropyrimidin-4-yl)amino)oxepane-4-carbonitrile